5-chloro-2-hydroxy-3-((4-hydroxy-1-(4-hydroxyphenyl)-3-oxo-butan-2-ylimino)meth-yl)phenyl nicotinate C(C1=CN=CC=C1)(=O)OC1=C(C(=CC(=C1)Cl)C=NC(CC1=CC=C(C=C1)O)C(CO)=O)O